COC(=O)C1=CC=NC2=CC=C(C=C12)N(CCCOS(=O)(=O)C)C 6-(Methyl-(3-((methylsulfonyl)oxy)propyl)amino)quinoline-4-carboxylic acid methyl ester